1'-Cyclopropyl-6'-fluoro-6-(trifluoromethyl)-1'H-1,2'-bibenzo[d]imidazole C1(CC1)N1C(=NC2=C1C=C(C=C2)F)N2C=NC1=C2C=C(C=C1)C(F)(F)F